ClC1=CC(=C(C=C1)S(=O)(=O)N1C[C@@H]([C@@](C1)(CO)O)S(=O)(=O)C1=CC=C(C(OC)=N)C=C1)C(F)F methyl 4-(((3S,4R)-1-((4-chloro-2-(difluoromethyl) phenyl)sulfonyl)-4-hydroxy-4-(hydroxymethyl) pyrrolidin-3-yl) sulfonyl)benzimidate